COC(C1=CC(=C(C(=C1)NC[C@H]1OCCC1)N)OC)=O.FC1=C(C=C(C=C1)O)C(=O)N1CC2(C1)CC(C2)C2=CC(=NN2C2=C(C=C(C=C2)F)C)C (2-fluoro-5-hydroxyphenyl){6-[1-(5-fluoro-2-tolyl)-3-methyl-5-pyrazolyl]-2-aza-2-spiro[3.3]heptyl}methanone methyl-(S)-4-amino-3-methoxy-5-(((tetrahydrofuran-2-yl)methyl)amino)benzoate